CS(=O)(=O)OCCC(C(F)(F)F)NC(=O)OC(C)(C)C 3-((tert-butoxycarbonyl) amino)-4,4,4-trifluorobutyl methanesulfonate